C(C)C=1N=C(NC(C1)=O)C=1C(=C(CNC(C(C)C)=O)C=CC1C(F)(F)F)F N-[3-(4-ethyl-6-oxo-1,6-dihydropyrimidin-2-yl)-2-fluoro-4-(trifluoromethyl)benzyl]isobutyramide